COC1=C(C=CC(=C1)N1[C@H]2CN([C@@H](C1)C2)C)N2C=NC(=C2)NC=2N=CC(=NC2)C#N 5-((1-(2-Methoxy-4-((1R,4R)-5-methyl-2,5-diazabicyclo[2.2.1]heptan-2-yl)phenyl)-1H-imidazol-4-yl)amino)pyrazine-2-carbonitrile